4,4,5,5-tetramethyl-2-(5-(trifluoromethyl)furan-2-yl)-1,3,2-dioxaborolane CC1(OB(OC1(C)C)C=1OC(=CC1)C(F)(F)F)C